FC(C1=NN=C(O1)C=1C=CC(=NC1)CN1N=NC(=C1)C=1C=C2C=CC(=NC2=CC1)NC)F 6-(1-((5-(5-(difluoromethyl)-1,3,4-oxadiazol-2-yl)pyridin-2-yl)methyl)-1H-1,2,3-triazol-4-yl)-N-methylquinolin-2-amine